1-(2-(2-methyl-2H-pyrazolo[3,4-b]pyridin-5-yl)thieno[2,3-d]pyrimidin-6-yl)-3-(trifluoromethoxy)cyclobutanol CN1N=C2N=CC(=CC2=C1)C=1N=CC2=C(N1)SC(=C2)C2(CC(C2)OC(F)(F)F)O